ethyl 3-hydroxy-4,5,6,7-tetrahydroisoxazolo[5,4-c]pyridine-6-carboxylate OC1=NOC=2CN(CCC21)C(=O)OCC